C(C)(C)(C)OC(=O)N1C[C@H]([C@@H](CC1)C(=O)O)C1=CC=CC=C1 (3R,4R)-1-tert-butoxycarbonyl-3-phenyl-piperidine-4-carboxylic acid